[N+](=O)([O-])C1=CC=C(C=C1)OC([C@@H](NC(=O)OC(C)(C)C)CCC(=O)OC1=CC=C(C=C1)[N+](=O)[O-])=O (tert-Butoxycarbonyl)-L-glutamic acid bis(4-nitrophenyl) ester